C(\C(\C)=C/C(=O)OCC(CCCC)CC)(=O)OCC(CCCC)CC bis(2-ethylhexyl) citraconate